3-methyl-3-(4-phenyl-2H-1,2,3-triazol-2-yl)butyl methanesulfonate CS(=O)(=O)OCCC(C)(N1N=CC(=N1)C1=CC=CC=C1)C